1-phenyl-1H-tetrazole-5-thiol C1(=CC=CC=C1)N1N=NN=C1S